C(C)(C)(C)OC(=O)NCCC[C@@H](C(=O)OC)NC(=O)C=1SC(=CC1)NCC=1N=C2C(=NC(=NC2=NC1)N)N Methyl (S)-5-((tert-butoxycarbonyl)amino)-2-(5-(((2,4-diaminopteridin-6-yl)methyl)amino) thiophene-2-carboxamido)pentanoate